I[C@H]1[C@@H](O[C@@H]([C@H]1O)CO)N1C=NC=2C(N)=NC=NC12 2'-deoxy-2'-iodoadenosine